N-(4-bromo-2-fluorobenzyl)benzamide BrC1=CC(=C(CNC(C2=CC=CC=C2)=O)C=C1)F